BrC=1C=C(C(=O)N(C)OC)C=CC1C(COC)(F)F 3-Bromo-4-(1,1-difluoro-2-methoxyethyl)-N-methoxy-N-methylbenzamide